1-(2,6-bis-trifluoromethyl-phenyl)-3-{3-fluoro-4-[7-(5-methyl-1H-imidazol-2-yl)-1-oxo-2,3-dihydro-1H-isoindol-4-yl]-phenyl}-urea FC(C1=C(C(=CC=C1)C(F)(F)F)NC(=O)NC1=CC(=C(C=C1)C1=C2CNC(C2=C(C=C1)C=1NC(=CN1)C)=O)F)(F)F